OC=1C(=C(C(=C2C=CC=NC12)[N+](=O)[O-])C)C(NC(CCCC)=O)C1=CC=C(C=C1)OC N-[(8-hydroxy-6-methyl-5-nitroquinolin-7-yl)(4-methoxyphenyl)methyl]pentanamide